2-(4-(tert-butoxycarbonyl)piperazin-1-yl)-6-methyl-4-oxo-4H-chromen C(C)(C)(C)OC(=O)N1CCN(CC1)C=1OC2=CC=C(C=C2C(C1)=O)C